2'-Hydroxy-4-(tert-butylamino)-trans-chalcone OC1=C(C(/C=C/C2=CC=C(C=C2)NC(C)(C)C)=O)C=CC=C1